NC[C@H](C(=O)OC)CC1=CC=CC=C1 |r| methyl (RS)-2-(aminomethyl)-3-phenylpropionate